(R)-2,6-dimethylhept-5-en-1-ylamine C[C@@H](CN)CCC=C(C)C